(4-amino-1-methylimidazo[1,5-a]quinoxalin-8-yl)((4aS,9bS)-7-(trifluoromethyl)-3,4,4a,9b-tetrahydrobenzofuro[3,2-b]pyridin-1(2H)-yl)methanone NC=1C=2N(C3=CC(=CC=C3N1)C(=O)N1[C@@H]3[C@H](CCC1)OC1=C3C=CC(=C1)C(F)(F)F)C(=NC2)C